COC(C(OC)OC1=NN(C(=C1C(F)(F)F)C=1C=NC(=CC1)F)C1=NC=CC=C1F)=O Methyl-{[1-(3-fluoropyridin-2-yl)-5-(6-fluoropyridin-3-yl)-4-(trifluoromethyl)-1H-pyrazol-3-yl]oxy}(methoxy)acetat